[Ti].[Ca].[La] lanthanum calcium Titanium